FC=1C=C(C=CC1C=C1CN(C1)CCCF)C1=C(CCCC2=C1C=CC(=C2)C(=O)O)C2=C(C=C(C=C2)C)F 9-(3-fluoro-4-((1-(3-fluoropropyl)azetidin-3-ylidene)methyl)phenyl)-8-(2-fluoro-4-methylphenyl)-6,7-dihydro-5H-benzo[7]annulene-3-carboxylic acid